4-(2-chloro-4-benzoylphenylthio)phenylbis(4-methylphenyl)sulfonium hexafluoroantimonate F[Sb-](F)(F)(F)(F)F.ClC1=C(C=CC(=C1)C(C1=CC=CC=C1)=O)SC1=CC=C(C=C1)[S+](C1=CC=C(C=C1)C)C1=CC=C(C=C1)C